isobutane-1-sulfonic acid {2,4-difluoro-3-[5-(4,4,5,5-tetramethyl-[1,3,2]dioxaborolan-2-yl)-1H-pyrrolo[2,3-b]pyridine-3-carbonyl]-phenyl}-amide FC1=C(C=CC(=C1C(=O)C1=CNC2=NC=C(C=C21)B2OC(C(O2)(C)C)(C)C)F)NS(=O)(=O)CC(C)C